5-Methyl-8-[(3R)-3-methyl-4-{1-[4-(trifluoromethoxy)phenyl]ethyl}piperazin-1-yl]-6-oxo-5,6-dihydro-1,5-naphthyridin-2,7-dicarbonitril CN1C=2C=CC(=NC2C(=C(C1=O)C#N)N1C[C@H](N(CC1)C(C)C1=CC=C(C=C1)OC(F)(F)F)C)C#N